O-benzyl-N-(allyloxycarbonyl)serine C(C1=CC=CC=C1)OC[C@H](NC(=O)OCC=C)C(=O)O